C1(CC1)C1=CC(=NN1)NC(C(C)C=1C=C(C=CC1)C1=CC=C(C=C1)NC(\C=C\CN(C)C)=O)=O Racemic-(E)-N-(3'-(1-((5-cyclopropyl-1H-pyrazol-3-yl)amino)-1-oxopropan-2-yl)-[1,1'-biphenyl]-4-yl)-4-(dimethylamino)but-2-enamide